CN1N=C(C=C1)C1=CC=C(C=C1)B(O)O [4-(1-methylpyrazol-3-yl)phenyl]boronic acid